CC=1C(=CC=2N(N1)C(=CN2)C2=C1C=CC=NC1=NC=C2)C2=CC=C(C=C2)CN2CCN(CC2)C 5-(6-methyl-7-(4-((4-methylpiperazin-1-yl)methyl)phenyl)imidazo[1,2-b]pyridazin-3-yl)-1,8-naphthyridine